COC1=C(C=CC(=C1)C(F)(F)F)NS(=O)(=O)C1=CNC(=C1)C1=CC=CC=C1 N-[2-methoxy-4-(trifluoromethyl)phenyl]-5-phenyl-1H-pyrrole-3-sulfonamide